FC1(CCC(CC1)N(C(N(C)C1=CC=2OC(C(=CC2S1)C(=O)O)=O)=O)C)F 2-(3-(4,4-difluorocyclohexyl)-1,3-dimethylureido)-5-oxo-5H-thieno[3,2-b]pyran-6-carboxylic acid